3-({[5-(trifluoromethyl)pyridin-2-yl]oxy}methyl)-2-azabicyclo[3.1.1]heptane trifluoroacetate FC(C(=O)O)(F)F.FC(C=1C=CC(=NC1)OCC1NC2CC(C1)C2)(F)F